(S)-methyl 4-chloro-3-hydroxybutyrate ClC[C@H](CC(=O)OC)O